5-fluoro-2-methoxy-6-morpholino-N-(2-phenylethyl)-1H-benzo[d]Imidazole-1-carboxamide FC1=CC2=C(N(C(=N2)OC)C(=O)NCCC2=CC=CC=C2)C=C1N1CCOCC1